[Br-].CN Methylamine Bromide